2-isocyanatoethyl-2-isothiocyanatoethyldisulfide N(=C=O)CCC(CSSCC(CCN=C=O)N=C=S)N=C=S